4β-hydroxycholesterol O[C@@H]1C2=CC[C@H]3[C@@H]4CC[C@H]([C@@H](CCCC(C)C)C)[C@]4(CC[C@@H]3[C@]2(CC[C@@H]1O)C)C